ClC1=C(C=C(C=C1)F)C1NC(C2=C3C=CNC(C3=CC(=C21)NC(C2=CC(=CC(=C2)F)C(F)(F)F)=O)=O)=O N-[3-(2-chloro-5-fluorophenyl)-1,6-dioxo-1,2,3,7-tetrahydropyrrolo[3,4-f]isoquinolin-4-yl]-5-fluoro-3-(trifluoromethyl)benzamide